ALLYLTRIMETHYLSILANE C(C=C)[Si](C)(C)C